N-(4-amino-3-methoxyphenyl)-2-(dimethylamino)-N-methylacetamide NC1=C(C=C(C=C1)N(C(CN(C)C)=O)C)OC